N[C@@H]1[C@H](CCCC1(F)F)O[C@@H]1[C@@H](CN(CC1)C(=O)OC(C)(C)C)F tert-butyl (3R,4S)-4-{[(1S,2R)-2-amino-3,3-difluorocyclohexyl]oxy}-3-fluoropiperidine-1-carboxylate